(Z)-5-octenal C(CCC\C=C/CC)=O